3-(4-(4-(4-(3-(4-chloro-3-ethyl-1H-pyrrolo[2,3-b]pyridin-5-yl)phenyl)-3-oxopiperazin-1-yl)-4-oxobutoxy)-1-oxoisoindolin-2-yl)piperidine-2,6-dione ClC1=C2C(=NC=C1C=1C=C(C=CC1)N1C(CN(CC1)C(CCCOC1=C3CN(C(C3=CC=C1)=O)C1C(NC(CC1)=O)=O)=O)=O)NC=C2CC